(4R,7S)- or (4S,7R)-tert-Butyl-1-(3-(benzo[d][1,3]dioxol-5-yl(methyl)carbamoyl)phenyl)-3-(trifluoromethyl)-1,4,5,6,7,8-hexahydro-4,7-epiminocyclohepta[c]pyrazole-9-carboxylate C(C)(C)(C)OC(=O)N1[C@@H]2CC[C@H]1CC=1N(N=C(C12)C(F)(F)F)C1=CC(=CC=C1)C(N(C)C1=CC2=C(OCO2)C=C1)=O |o1:8,11|